4-Fluoro-2-(2,6-dioxopiperidin-3-yl)isoindoline-1,3-dione FC1=C2C(N(C(C2=CC=C1)=O)C1C(NC(CC1)=O)=O)=O